S(O)(O)=O Sulphurous Acid